(R)-6-(Azetidin-1-yl)-5-(2,2-difluoro-7-((5-methoxy-7-methyl-1H-indol-4-yl)methyl)-7-azaspiro[3.5]nonan-6-yl)picolinic acid N1(CCC1)C1=C(C=CC(=N1)C(=O)O)[C@H]1CC2(CC(C2)(F)F)CCN1CC1=C2C=CNC2=C(C=C1OC)C